OC1=CC=C(C(=O)C2=CC=C(C(/C=C/C3=CC=CC=C3)=O)C=C2)C=C1 4'-(4-hydroxybenzoyl)chalcone